FC=1C(=NC=C(C1)C(F)(F)F)N1C(SC2=C1C=CC=C2)=O 3-(3-fluoro-5-(trifluoromethyl)pyridin-2-yl)-2-oxo-2,3-dihydrobenzothiazol